C(C)N(C=1C=CC=2C3(C4=CC=C(C=C4OC2C1)NC(OCC1=CC=C(C=C1)NC([C@H](CC(C)C)N)=O)=O)OC(C1=CC=CC=C13)=O)CC 4-((S)-2-Amino-4-methylpentanamido)benzyl (3'-(diethylamino)-3-oxo-3H-spiro[isobenzofuran-1,9'-xanthen]-6'-yl)carbamate